C1=CC(=CC=C1CBr)S(F)(F)(F)(F)F 4-(pentafluorothio)benzyl bromide